FC=1C=C(C=O)C=CC1F 3,4-di-fluorobenzaldehyde